3-(4-fluorophenyl)-1-methyl-4-[2-methylimidazo[1,2-b]pyridazin-8-yl]pyrazole FC1=CC=C(C=C1)C1=NN(C=C1C=1C=2N(N=CC1)C=C(N2)C)C